2-benzyl-3-hydroxy-N-(4-hydroxyphenyl)-N-methylpropanamide C(C1=CC=CC=C1)C(C(=O)N(C)C1=CC=C(C=C1)O)CO